(2R)-2-[[(2R)-2-(tert-Butoxycarbonylamino)-3-phenyl-propionyl]amino]-5,5,5-trifluoro-pentanoic acid ethyl ester C(C)OC([C@@H](CCC(F)(F)F)NC([C@@H](CC1=CC=CC=C1)NC(=O)OC(C)(C)C)=O)=O